O[C@H]1[C@@H]2[C@H](OC1)[C@H](CO2)O (3R,3aR,6S,6aR)-3,6-dihydroxy-2,3,3a,5,6,6a-hexahydrofuro[3,2-b]furan